2-amino-3,5-dimethylbenzenesulfonate NC1=C(C=C(C=C1C)C)S(=O)(=O)[O-]